sodium diethylbesylate C(C)C=1C(=C(S(=O)(=O)[O-])C=CC1)CC.[Na+]